CC1=CC=C(C=C1)C1=NC2=CC=CC=C2C=C1C=O 2-(4-methylphenyl)-formylquinoline